1-(2-carboxyethyl)-3,3-dimethyl-3H-indol-1-ium C(=O)(O)CC[N+]1=CC(C2=CC=CC=C12)(C)C